(S) or (R)-2-(2-hydroxypropan-2-yl)-N'-((3-isopropyl-2-phenyl-6,7-dihydro-5H-cyclopenta[b]pyridin-4-yl)carbamoyl)thiazole-5-sulfonimidamide OC(C)(C)C=1SC(=CN1)[S@](=O)(N)=NC(NC1=C2C(=NC(=C1C(C)C)C1=CC=CC=C1)CCC2)=O |o1:9|